2-methyl-9,10-dipropoxymethyl-anthracene CC1=CC2=C(C3=CC=CC=C3C(=C2C=C1)COCCC)COCCC